ClC(C)C1=CC(=CC=2C(C(=C(OC21)C2=CC=CC=C2)C)=O)C 8-(1-Chloroethyl)-3,6-dimethyl-2-phenyl-benzopyran-4-one